5-methyl-N-(5-methyl-quinolin-8-yl)pyridine-2-sulfonamide CC=1C=CC(=NC1)S(=O)(=O)NC=1C=CC(=C2C=CC=NC12)C